(1R,2R)-2-Fluorocyclopropane FC1CC1